BrC1=C(C=CC=C1)NS(=O)(=O)C1(CC1)C N-(2-bromophenyl)-1-methylcyclopropane-1-sulfonamide